ClC1=C(C=CC(=C1)Cl)C1=C(C=CC=C1)S(=O)(=O)O 2,4-dichlorophenyl-benzenesulfonic acid